[2,6-Dimethyl-4-(4-trifluoromethyl-benzylamino)-phenyl]-carbamic acid propyl ester C(CC)OC(NC1=C(C=C(C=C1C)NCC1=CC=C(C=C1)C(F)(F)F)C)=O